(2R,3S,4S)-2-((2-(dimethylamino)ethoxy)methyl)tetrahydrofuran-3,4-diyl bis(2-hexyldecanoate) C(CCCCC)C(C(=O)O[C@H]1[C@H](OC[C@@H]1OC(C(CCCCCCCC)CCCCCC)=O)COCCN(C)C)CCCCCCCC